5-ethenyl-1,3-thiazol-2-amine C(=C)C1=CN=C(S1)N